C(C1=CC=CC=C1)N1C2=NC=NC(=C2N=C1C=1C(=CC(=NC1)OC1CN(C1)C(C)=O)C)OC1(CC1)C 1-(3-((5-(9-benzyl-6-(1-methylcyclopropoxy)-9H-purin-8-yl)-4-methylpyridin-2-yl)oxy)azetidin-1-yl)ethan-1-one